ethyl 4,4,5,5-tetrafluoro-3-hydroxy-3-methylpentanoate FC(C(CC(=O)OCC)(C)O)(C(F)F)F